N,N'-bis[2-(1H-imidazol-4-yl)ethyl]propanediamide dimesylate S(C)(=O)(=O)O.S(C)(=O)(=O)O.N1C=NC(=C1)CCNC(CC(=O)NCCC=1N=CNC1)=O